C[Si](C1=CC=CC=C1)(C)N[Si](C)(C)C1=CC=CC=C1 di(dimethylphenylsilyl)amine